N-(5-bromo-1H-pyrrolo[3,2-b]pyridin-3-yl)-5-[3-(dimethylamino)phenoxy]-1H-benzo[d]imidazol-2-amine BrC1=CC=C2C(=N1)C(=CN2)NC2=NC1=C(N2)C=CC(=C1)OC1=CC(=CC=C1)N(C)C